N-(3-chloro-5-(methylsulfonyl)phenyl)-4-(3-fluoro-5-(trifluoromethyl)pyridin-2-yl)-5-methylthiophene-2-carboxamide ClC=1C=C(C=C(C1)S(=O)(=O)C)NC(=O)C=1SC(=C(C1)C1=NC=C(C=C1F)C(F)(F)F)C